4-chloro-N-[(1S,2S,3S,5R)-2,6,6-trimethylnorpinan-3-yl]-1H-pyrrolo[2,3-b]pyridine-2-carboxamide ClC1=C2C(=NC=C1)NC(=C2)C(=O)N[C@@H]2[C@H]([C@H]1C([C@@H](C2)C1)(C)C)C